ethyl (2R,3R)-2-(4-hydroxyphenyl)-5-((E)-3-methoxy-3-oxoprop-1-en-1-yl)-2,3-dihydrobenzofuran-3-carboxylate OC1=CC=C(C=C1)[C@@H]1OC2=C([C@H]1C(=O)OCC)C=C(C=C2)\C=C\C(=O)OC